C(#N)C1=CC=C(C=N1)[C@@H](CC)NC(=O)C=1C=C(N2C1COCC2)C(=O)N2[C@H](CCC2)C 6-((S)-2-methyl-pyrrolidine-1-carbonyl)-3,4-dihydro-1H-pyrrolo[2,1-c][1,4]oxazine-8-carboxylic acid [(R)-1-(6-cyano-pyridin-3-yl)-propyl]-amide